C(C)N1N=C(C(=C1)C1=NN2C(=NC=3C(=CC=CC3C2=N1)C(F)(F)F)N[C@@H]1C(NCCN(C1)C(=O)OCC1=CC=CC=C1)=O)C benzyl (6S)-6-{[2-(1-ethyl-3-methyl-1H-pyrazol-4-yl)-7-(trifluoromethyl)[1,2,4]triazolo[1,5-c]quinazolin-5-yl] amino}-5-oxo-1,4-diazepane-1-carboxylate